Tert-butyl 3-(4-(4-(3-fluoropyridin-2-yl)piperazin-1-yl)quinazolin-6-yl)-1H-pyrrolo[2,3-b]pyridine-1-carboxylate FC=1C(=NC=CC1)N1CCN(CC1)C1=NC=NC2=CC=C(C=C12)C1=CN(C2=NC=CC=C21)C(=O)OC(C)(C)C